N-(2-amino-4-fluorobenzyl)-6'-fluoro-4'-oxo-3',4'-dihydro-1'h-spiro[piperidine-4,2'-quinoline]-1-carboxamide NC1=C(CNC(=O)N2CCC3(NC4=CC=C(C=C4C(C3)=O)F)CC2)C=CC(=C1)F